(E)-2-cyclohexyl-5-(3-chlorostyryl)-1,3-benzenediol C1(CCCCC1)C1=C(C=C(C=C1O)\C=C\C1=CC(=CC=C1)Cl)O